5-(5-fluoro-2-methoxypyrimidin-4-yl)phenol FC=1C(=NC(=NC1)OC)C=1C=CC=C(C1)O